stearic acid behenyl ester C(CCCCCCCCCCCCCCCCCCCCC)OC(CCCCCCCCCCCCCCCCC)=O